(S)-N-((4-(1,2-dihydroxyethyl)-1-(4-(pentafluoro-λ6-sulfanyl)phenyl)-1H-indazol-3-yl)methyl)acrylamide O[C@H](CO)C1=C2C(=NN(C2=CC=C1)C1=CC=C(C=C1)S(F)(F)(F)(F)F)CNC(C=C)=O